NC1=CC=CC(=N1)S(=O)(=O)NC1=NC(=C(C=C1)Cl)C1=CC(=CC=C1)C(F)(F)F 6-amino-N-(5-chloro-6-(3-(trifluoromethyl)phenyl)pyridin-2-yl)pyridine-2-sulfonamide